CN1C(=NC(=C1)C(F)(F)F)C=1C=C2CCC(C2=CC1)O 5-(1-methyl-4-(trifluoromethyl)-1H-imidazole-2-yl)-2,3-Dihydro-1H-inden-1-ol